(2R,3R)-N-(2-(diethylamino)-4-((4-(trifluoromethyl)benzyl)amino)phenyl)-2,3-difluoroheptanamide C(C)N(C1=C(C=CC(=C1)NCC1=CC=C(C=C1)C(F)(F)F)NC([C@H]([C@@H](CCCC)F)F)=O)CC